2-(3-Chloro-2-methoxy-phenyl)-2-fluoro-propionic acid methyl ester COC(C(C)(F)C1=C(C(=CC=C1)Cl)OC)=O